2,2'-azobis(2,4-dimethylpentanenitrile) N(=NC(C#N)(CC(C)C)C)C(C#N)(CC(C)C)C